2-bromo-4-(3,4-difluorophenyl)-5,6-dihydroimidazo[1,2-b][1,2,4]triazole BrC=1N=C2N(N1)CCN2C2=CC(=C(C=C2)F)F